Benzyl-2-deoxy-2-trifluoroacetylamino-β-D-galactopyranose C(C1=CC=CC=C1)[C@]1(O)[C@@H]([C@@H](O)[C@@H](O)[C@H](O1)CO)NC(C(F)(F)F)=O